ClC1=CC=C(C=C1)C=1N=CN(C1C1=CC=NC=C1)CC(=O)N1CCC2(CN(CCO2)C)CC1 2-[4-(4-chlorophenyl)-5-(pyridin-4-yl)-1H-imidazol-1-yl]-1-{4-methyl-1-oxa-4,9-diazaspiro[5.5]undec-9-yl}ethan-1-one